S1C(=NN=C1)N 1,3,4-Thiadiazol-2-amine